COC=1C=C2C=CC(OC2=CC1O)=O 6-methoxy-7-hydroxycoumarin